(2S)-2-amino-5,5,5-trifluoro-1-thiazol-2-yl-pentan-1-ol HCl salt Cl.N[C@H](C(O)C=1SC=CN1)CCC(F)(F)F